C(CCCCCCCCCCCCCCCCC)OC[C@H](COC(C1=CC=CC=C1)(C1=CC=CC=C1)C1=CC=CC=C1)O (R)-1-(octadecyloxy)-3-(trityloxy)propan-2-ol